2-(2-(7-bromo-2-oxo-2H-chromen-3-yl)thiazol-4-yl)acetic acid BrC1=CC=C2C=C(C(OC2=C1)=O)C=1SC=C(N1)CC(=O)O